1-(4-(7-(Benzyloxy)-3-cyclobutyl-2H-chromen-4-yl)phenyl)-4-(dimethoxymethyl)piperidine C(C1=CC=CC=C1)OC1=CC=C2C(=C(COC2=C1)C1CCC1)C1=CC=C(C=C1)N1CCC(CC1)C(OC)OC